O=C1NC(CCC1N1C(C2=CC=C(C=C2C1=O)C1=CC=CC=C1)=O)=O 2-(2,6-dioxopiperidin-3-yl)-5-phenylisoindoline-1,3-dione